Methyl 2-chloro-3'-(3-(2-cyanothiophen-3-yl)-5-fluoro-1-((6-(trifluoromethyl)pyridin-3-yl) sulfonyl)-1H-indol-2-yl)-[1,1'-biphenyl]-4-carboxylate ClC1=C(C=CC(=C1)C(=O)OC)C1=CC(=CC=C1)C=1N(C2=CC=C(C=C2C1C1=C(SC=C1)C#N)F)S(=O)(=O)C=1C=NC(=CC1)C(F)(F)F